(2R,5R)-5-(hydroxymethyl)-2-methyl-piperazine-1-carboxylic acid tert-butyl ester C(C)(C)(C)OC(=O)N1[C@@H](CN[C@H](C1)CO)C